1H-indol-5-Amine N1C=CC2=CC(=CC=C12)N